phenoxybenzyl acrylate 3-phenoxybenzyl-3-(1-naphthyl)acrylate tert-butyl-3-[4-(2,3-difluoroanilino)pyrido[3,4-d]pyrimidin-6-yl]azetidine-1-carboxylate C(C)(C)(C)OC(=O)N1CC(C1)C1=CC2=C(N=CN=C2NC2=C(C(=CC=C2)F)F)C=N1.O(C1=CC=CC=C1)C=1C=C(COC(C=CC2=CC=CC3=CC=CC=C23)=O)C=CC1.C(C=C)(=O)OC(C1=CC=CC=C1)OC1=CC=CC=C1